tert-butyl (3-(5-bromoindoline-1-carbonyl)benzyl)carbamate BrC=1C=C2CCN(C2=CC1)C(=O)C=1C=C(CNC(OC(C)(C)C)=O)C=CC1